BrC1=NC(=C(C(=O)[O-])C=C1O)OC 6-bromo-5-hydroxy-2-methoxynicotinate